O([C@@H]1[C@@H](O)[C@@H](O)[C@H](O)[C@H](O1)CO)C1=CC=C(C=C1)[N+](=O)[O-] 4-Nitrophenyl α-D-mannopyranoside